2-methyl-5-(propan-2-yl)thiophen-3-amine hydrochloride Cl.CC=1SC(=CC1N)C(C)C